(2,6-dibromo-4-(perfluorobutan-2-yl)phenyl)-2-fluoro-3-(methylamino)benzamide BrC1=C(C(=CC(=C1)C(C(F)(F)F)(C(C(F)(F)F)(F)F)F)Br)C1=C(C(=C(C(=O)N)C=C1)F)NC